FC=1C=C(C=C(C1)N1CCNCC1)C1=C2C(=NC=C1)NC(C21CCC1)=O 4-(3-fluoro-5-piperazin-1-yl-phenyl)spiro[1H-pyrrolo[2,3-b]pyridine-3,1'-cyclobutane]-2-one